ethyl (2R,3R)-1,3-dicyclopropylaziridine-2-carboxylate C1(CC1)N1[C@H]([C@H]1C1CC1)C(=O)OCC